OC1=C(C=C(C=C1)OC)C=1C(OC2=CC(=CC=C2C1)OC)=O 3-(2-hydroxy-5-methoxyphenyl)-7-methoxycoumarin